FC=1C=2N(C=C(C1)C1=CNC=3N=C(N=CC31)NC3CC(C3)(C)NC(CC)=O)C=CN2 N-((1r,3r)-3-((5-(8-fluoroimidazo[1,2-a]pyridin-6-yl)-7H-pyrrolo[2,3-d]pyrimidin-2-yl)amino)-1-methylcyclobutyl)propionamide